CN1C=NC=C1C(=O)ON=CC1=CC=C(C=C1)C(F)(F)F 4-(Trifluoromethyl)benzaldehyde-O-(1-methyl-1H-imidazole-5-carbonyl) oxime